C[C@@H]1CN(C[C@@H](N1)C)C1=CC(=NC=N1)C1=NNC2=CC=C(C=C12)OC1(CC1)C 3-[6-[(3R,5S)-3,5-dimethylpiperazin-1-yl]pyrimidin-4-yl]-5-(1-methylcyclopropoxy)-1H-indazole